3-(4-(Bromomethyl)-3-fluoropyridin-2-yl)piperidine-2,6-dione BrCC1=C(C(=NC=C1)C1C(NC(CC1)=O)=O)F